1-ethoxy-7-nitropyrrolo[1,2-a]pyrazine C(C)OC=1C=2N(C=CN1)C=C(C2)[N+](=O)[O-]